1-(4-((4-((4-((2-(3,3-dimethylazetidin-1-yl)pyridin-4-yl)oxy)-2-fluorophenyl)amino)-7-methoxyquinazolin-6-yl)amino)piperidin-1-yl)prop-2-en-1-one CC1(CN(C1)C1=NC=CC(=C1)OC1=CC(=C(C=C1)NC1=NC=NC2=CC(=C(C=C12)NC1CCN(CC1)C(C=C)=O)OC)F)C